4-methoxy-4,5'-dimethyl-N-(7-methyl-[1,2,4]triazolo[1,5-a]pyridin-6-yl)-5',7'-dihydrospiro[cyclohexane-1,8'-imidazo[1,2-e]purin]-2'-amine COC1(CCC2(CN=C3N2C=2N=C(N=CC2N3C)NC=3C(=CC=2N(C3)N=CN2)C)CC1)C